4-((1-(4-(2-(2-aminopyridin-3-yl)-5-(4-fluorophenyl)-6-methyl-3H-imidazo[4,5-b]pyridin-3-yl)benzyl)piperidin-4-yl)amino)pyrimidine-2-carbonitrile NC1=NC=CC=C1C1=NC=2C(=NC(=C(C2)C)C2=CC=C(C=C2)F)N1C1=CC=C(CN2CCC(CC2)NC2=NC(=NC=C2)C#N)C=C1